NC(=O)C=1C=C(C=CC1)C=1C=NC=CC1NC(=O)C1=NC2=CC(=CC=C2C=N1)NS(=O)(=O)C1CC1 N-(3-(3-aminocarbonylphenyl)pyridin-4-yl)-7-(cyclopropylsulfonylamino)quinazoline-2-carboxamide